COC(=O)C=1OC2=C(C1N(C(CCl)=O)CC(F)(F)C1OCC(OC1)CO[Si](C1=CC=CC=C1)(C1=CC=CC=C1)C(C)(C)C)C=C(C=C2)C(F)(F)F 3-(N-(2-(5-(((tert-butyldiphenylsilyl)oxy)methyl)-1,4-dioxan-2-yl)-2,2-difluoroethyl)-2-chloroacetamido)-5-(trifluoromethyl)benzofuran-2-carboxylic acid methyl ester